C(C1=CC=CC=C1)OC=1C=C(C2=C(C=CC=C2C1)Cl)C1=C(C=C2C(=NC(=NC2=C1)Cl)N1C[C@H]2CC[C@@H](C1)N2C(=O)OC(C)(C)C)OC2=C(C=CC=C2)Cl tert-butyl (1R,5S)-3-(7-(3-(benzyloxy)-8-chloronaphthalen-1-yl)-2-chloro-6-(2-chlorophenoxy)quinazolin-4-yl)-3,8-diazabicyclo[3.2.1]octane-8-carboxylate